COC1=CC=C(C=C1)[C@]1(N=C[C@@H]2[C@H]1C(N(C2=O)C2=CC=CC=C2)=O)P(OCC)(=O)OCC |r| diethyl (1RS,3aSR,6aSR)-1-(4-methoxyphenyl)-4,6-dioxo-5-phenyl-1,3a,4,5,6,6a-hexahydropyrrolo[3,4-c]pyrrole-1-phosphonate